2-((6,8-Diiodo-4-oxo-3-(4-sulfamoylphenyl)-3,4-dihydroquinazolin-2-yl)thio)-N-(3,4,5-trimethoxyphenyl)acetamide IC=1C=C2C(N(C(=NC2=C(C1)I)SCC(=O)NC1=CC(=C(C(=C1)OC)OC)OC)C1=CC=C(C=C1)S(N)(=O)=O)=O